FC1=NC(=C2N=CN(C2=N1)C1OCCCCC1)NCC1=CC(=CC=C1)N 2-fluoro-6-[(3-aminobenzyl)amino]-9-(oxepan-2-yl)-9H-purine